sodium (2S)-2-((S)-3-cyclohexyl-2-((((R)-2,2-difluoro-2-(3-fluorophenyl)-1-phenylethoxy) carbonyl) amino)propanamido)-1-hydroxy-3-((S)-2-oxopyrrolidin-3-yl)propane-1-sulfonate C1(CCCCC1)C[C@@H](C(=O)N[C@H](C(S(=O)(=O)[O-])O)C[C@H]1C(NCC1)=O)NC(=O)O[C@@H](C(C1=CC(=CC=C1)F)(F)F)C1=CC=CC=C1.[Na+]